OC1=CC(=C(C=O)C(=C1)OC)OC 4-Hydroxy-2,6-dimethoxy-benzaldehyde